C(CCCCCCCCCCC)P(O)(O)(O)CCCCCCCCCCCC.P(OCCCCCCCCCCCC)(OCCCCCCCCCCCC)O didodecyl hydrogen phosphite (dilauryl hydrogen phosphite)